S1C(=NC2=C1C=CC=C2)C=2N=NN(C2)[C@H](C(=O)N2[C@@H](C[C@H](C2)O)C(=O)NC)C(C)(C)C (2S,4R)-1-[(2S)-2-[4-(1,3-benzothiazol-2-yl)triazol-1-yl]-3,3-dimethyl-butanoyl]-4-hydroxy-N-methyl-pyrrolidine-2-carboxamide